Tert-butyl N-[2-[2-[2-[3-[[2-(2,6-dioxo-3-piperidyl)-1,3-dioxo-isoindolin-5-yl]amino] azetidin-1-yl]ethoxy]ethoxy]ethyl]carbamate O=C1NC(CCC1N1C(C2=CC=C(C=C2C1=O)NC1CN(C1)CCOCCOCCNC(OC(C)(C)C)=O)=O)=O